6-(2-chloro-6-fluorophenyl)-4-((4-(4-methyl-2-oxopiperazin-1-yl)phenyl)amino)pyridazine-3-carboxylic acid methyl ester COC(=O)C=1N=NC(=CC1NC1=CC=C(C=C1)N1C(CN(CC1)C)=O)C1=C(C=CC=C1F)Cl